propane-1,3-diylbis(9-{[(4-chloro-2,6-dimethylphenyl) acetyl] amino}-1,5-dioxaspiro[5.5]undecane-9-carboxylate) C(CCC1OC2(OCC1)CCC(CC2)(C(=O)[O-])NC(CC2=C(C=C(C=C2C)Cl)C)=O)C2OC1(OCC2)CCC(CC1)(C(=O)[O-])NC(CC1=C(C=C(C=C1C)Cl)C)=O